O1C(=NC2=C1C=CC=C2)[B] benzoxazolyl-boron